hydroxyethyl-ethylenebis-stearic acid amide OCCC(C(=O)N)CCCCCCCCCCCCCCCCCCCCCCCCCCCCCCCCCCCC(=O)N